(R)-5-bromo-N-(8,9-difluoro-6-oxo-1,4,5,6-tetrahydro-2H-pyrano[3,4-c]isoquinolin-1-yl)-N-methyl-6-oxo-1,6-dihydropyridine-2-carboxamide BrC1=CC=C(NC1=O)C(=O)N(C)[C@H]1COCC=2NC(C=3C=C(C(=CC3C21)F)F)=O